CC(CCN1C(N=C2C=CC(=CC2=C1)C)=O)=C 3-(3-methylbut-3-en-1-yl)-6-methylquinazolinone